1,1'-(nonane-1,9-diyl)bis(3,4-dimethylpyridin-1-ium) dibromide [Br-].[Br-].C(CCCCCCCC[N+]1=CC(=C(C=C1)C)C)[N+]1=CC(=C(C=C1)C)C